C(C)(C)C(C)(C(C)C)OC(C)(C(C)C)C(C)C diisopropyl-ethylether